COC=1C=C2NCCN(C2=CC1)C(=O)NC1=C(C=CC=C1)C(F)(F)F 6-methoxy-N-(2-(trifluoromethyl)phenyl)-3,4-dihydroquinoxaline-1(2H)-carboxamide